2-fluoro-4-(1-(4-methoxyphenyl)-1H-1,2,4-triazol-3-yl)aniline FC1=C(N)C=CC(=C1)C1=NN(C=N1)C1=CC=C(C=C1)OC